8-(2,4-dimethoxyphenyl)-5-ethynyl-2-((2-methoxyphenyl)amino)pyrido[2,3-d]pyrimidin-7(8H)-one COC1=C(C=CC(=C1)OC)N1C(C=C(C2=C1N=C(N=C2)NC2=C(C=CC=C2)OC)C#C)=O